(4-methyl-5-(2-(1,1,1-trifluoro-2-methylpropan-2-yl)pyridin-4-yl)thiazol-2-yl)-1,1-difluoro-5-azaspiro[2.4]heptane-5-carboxamide CC=1N=C(SC1C1=CC(=NC=C1)C(C(F)(F)F)(C)C)C1C(C12CN(CC2)C(=O)N)(F)F